ClC=1C=C(C=C(C1OC=1C2=C(C(=NC1)OC)C(CC2)C)Cl)N2N=C(C(NC2=O)=O)C#N 2-(3,5-dichloro-4-((1-methoxy-7-methyl-6,7-dihydro-5H-cyclopenta[c]pyridin-4-yl)oxy)phenyl)-3,5-dioxo-2,3,4,5-tetrahydro-1,2,4-triazine-6-carbonitrile